(S)-6-(4-(4-acetyl-7-acryloyl-4,7-diazaspiro[2.5]octan-5-yl)-6-chloropyridin-2-yl)-N-methylpyrimidine-4-carboxamide C(C)(=O)N1C2(CC2)CN(C[C@@H]1C1=CC(=NC(=C1)Cl)C1=CC(=NC=N1)C(=O)NC)C(C=C)=O